methyl 6-methoxy-2-((1r,4r)-4-(2-oxopyridin-1(2H)-yl) cyclohexyl)-2H-indazole-5-carboxylate COC=1C(=CC2=CN(N=C2C1)C1CCC(CC1)N1C(C=CC=C1)=O)C(=O)OC